C[C@H]1C=CC2=CCC[C@@H]([C@@H]2[C@H]1CC[C@@H]3C[C@H](CC(=O)O3)O)O The molecule is a carbobicyclic compound that is ML-236C substituted by a hydroxy group at position 8S. It is a fungal metabolite isolated from Penicillium citrinum and exhibits anticholesteremic activity. It has a role as a fungal metabolite, an EC 1.1.1.34/EC 1.1.1.88 (hydroxymethylglutaryl-CoA reductase) inhibitor, an antilipemic drug, an antiatherosclerotic agent, an anticholesteremic drug and an antimicrobial agent. It is a carbobicyclic compound, a member of 2-pyranones, a member of hexahydronaphthalenes, a secondary alcohol and a polyketide. It derives from a ML-236C.